3-(4-(benzo[d]thiazol-6-yl)-4H-1,2,4-triazol-3-yl)-2-(6-methyl-4-(trifluoromethyl)pyridin-2-yl)hexahydrocyclopenta[c]pyrrole S1C=NC2=C1C=C(C=C2)N2C(=NN=C2)C2C1C(CN2C2=NC(=CC(=C2)C(F)(F)F)C)CCC1